BrC=1SC2=C3C(CCCOC13)=C(NC2=O)C(C)O 1-bromo-5-(1-hydroxyethyl)-4,6,7,8-tetrahydro-3H-9-oxa-2-thia-4-azabenzo[cd]azulen-3-one